2-iodo-N-1,2,4-thiadiazol-5-yl-benzamide IC1=C(C(=O)NC2=NC=NS2)C=CC=C1